COCCNC(C=C)=O N-(2-methoxyethyl)acrylamide